2-[(4-{2-[(4-chloro-2-fluorobenzyl)oxy]pyridin-3-yl}piperidin-1-yl)methyl]-1-(1,3-oxazol-2-ylmethyl)-1H-benzimidazole-6-carboxylic acid, trifluoroacetate salt FC(C(=O)O)(F)F.ClC1=CC(=C(COC2=NC=CC=C2C2CCN(CC2)CC2=NC3=C(N2CC=2OC=CN2)C=C(C=C3)C(=O)O)C=C1)F